(pentafluorophenyl)phosphonium phosphate P(=O)([O-])([O-])[O-].FC1=C(C(=C(C(=C1[PH3+])F)F)F)F.FC1=C(C(=C(C(=C1[PH3+])F)F)F)F.FC1=C(C(=C(C(=C1[PH3+])F)F)F)F